tert-butyl (R)-3-(2-(4-(3-fluorophenyl) piperazin-1-yl) ethyl)-1-oxo-2,8-diazaspiro[4.5]decane-8-carboxylate FC=1C=C(C=CC1)N1CCN(CC1)CC[C@@H]1NC(C2(C1)CCN(CC2)C(=O)OC(C)(C)C)=O